BrC1=C2C=CC=CC2=C(C2=CC=CC=C12)P(C)(C)=O (10-bromoanthracene-9-yl)dimethylphosphine oxide